12-propylamino-12-oxododecanoyl-glycine C(CC)NC(CCCCCCCCCCC(=O)NCC(=O)O)=O